[Ru+2].N1=C(C=CC=C1)C1=NC=CC=C1.N1=C(C=CC=C1)C1=NC=CC=C1.N1=C(C=CC=C1)C1=NC=CC=C1 tris(2,2'-bipyridyl) ruthenium (II)